BrCCCCCCCC(=O)OCCC\C=C/CCCCC (Z)-dec-4-en-1-yl 8-bromooctanoate